1-((2S,5R)-5-((7H-pyrrolo[2,3-d]pyrimidin-4-yl)amino)-2-methylpiperidin-1-yl)propan-2-en-1-one N1=CN=C(C2=C1NC=C2)N[C@@H]2CC[C@@H](N(C2)C(C=C)=O)C